8-ethoxymethoxy-1,3,5-trimethyloctyl-lithium C(C)OCOCCCC(CC(CC(C)[Li])C)C